BrC=1C=C(C=C2C3C(N(C12)C(C)C)CN(CC3)C)C(=O)[O-] 8-bromo-9-isopropyl-2-methyl-2,3,4,4a,9,9a-hexahydro-1H-pyrido[3,4-b]indole-6-carboxylate